3-iodo-6-(difluoromethyl)imidazo[1,2-b]Pyridazine IC1=CN=C2N1N=C(C=C2)C(F)F